4-((Adamantan-1-yl)carbamoyl)-2-oxo-1,2-dihydropyrimidine-5-carboxylic acid ethyl ester C(C)OC(=O)C=1C(=NC(NC1)=O)C(NC12CC3CC(CC(C1)C3)C2)=O